(S)-3-chloro-N-(1-((1-cyanocyclopropyl)amino)-1-oxo-3-(6-(trifluoromethyl)benzo[d]oxazol-2-yl)propan-2-yl)benzamide ClC=1C=C(C(=O)N[C@H](C(=O)NC2(CC2)C#N)CC=2OC3=C(N2)C=CC(=C3)C(F)(F)F)C=CC1